tert-butyl (4-bromo-2-methylphenyl)(methyl)carbamate BrC1=CC(=C(C=C1)N(C(OC(C)(C)C)=O)C)C